4-(2-(Benzoylamino(carboxy)methyl)-4-methoxyphenyl)butanoic acid C(C1=CC=CC=C1)(=O)NC(C1=C(C=CC(=C1)OC)CCCC(=O)O)C(=O)O